C(CCCCCCCCC(=O)OCCOCCCC)(=O)OCCOCCCC di(butoxyethyl) sebacate